(Z)-1-azido-3-(bromomethyl)dec-2-ene N(=[N+]=[N-])C\C=C(\CCCCCCC)/CBr